N1N=NC(=C1)C1CN(CC1)C1=NN=C(O1)C=1C=NC(=NC1)NCCC1=CC(=CC(=C1)Cl)Cl 5-(5-(3-(1H-1,2,3-triazol-4-yl)pyrrolidin-1-yl)-1,3,4-oxadiazol-2-yl)-N-(3,5-dichlorophenethyl)pyrimidin-2-amine